N-(but-2-yn-1-yl)isobutyramide C(C#CC)NC(C(C)C)=O